((1S)-1-(3-(2-(2,6-dioxopiperidin-3-yl)-1-oxoisoindolin-4-yl)-1-methyl-1H-pyrazol-5-yl)ethyl)picolinamide O=C1NC(CCC1N1C(C2=CC=CC(=C2C1)C1=NN(C(=C1)[C@@H](C)C=1C(=NC=CC1)C(=O)N)C)=O)=O